[I-].[I-].C1(=CC(=CC=C1)N1C=[N+](C=C1)C)N1C=[N+](C=C1)C 1,1'-(1,3-phenylene)bis(3-methyl-1H-imidazol-3-ium) diiodide